FC1=C(C(=CC(=C1)C)F)COC1=NC=2CN(CCC2C=C1C)CC1=NC2=C(N1C[C@H]1OCC1)C=C(C=C2)C(=O)O 2-({2-[(2,6-Difluoro-4-methylphenyl)methoxy]-3-methyl-5,6,7,8-tetrahydro-1,7-naphthyridin-7-yl}methyl)-1-{[(2S)-oxetan-2-yl]methyl}-1H-1,3-benzodiazole-6-carboxylic acid